N1C=CC2=C(C=CC=C12)C=1N=C(C2=C(N1)C=C(S2)CN2CCN(CC2)S(=O)(=O)C)N2CCOCC2 4-[2-(1H-indol-4-yl)-6-[[4-(methylsulfonyl)piperazin-1-yl]methyl]thieno[3,2-d]pyrimidin-4-yl]morpholine